C(CCC)[Sn](C#CC)(CCCC)CCCC tributylpropynyl-tin